C(CCC)OC1=C(C=C(C=C1)/C=C/C(=O)N[C@@H](CC(C)C)C(=O)O)OC (E)-(3-(4-butoxy-3-methoxyphenyl)acryloyl)-L-leucine